[Na].C(CCCCC)NC([C@H](CN1N=NC(=C1)C1=CC=C(C(=O)N2C[C@H]([C@@H](C2)C(=O)N[C@@H]2[C@H](C2)C2=CC=CC=C2)C(=O)N[C@@H]2[C@H](C2)C2=CC=CC=C2)C=C1)NC(=O)NCCC1=CC=CC=C1)=O (3S,4S)-1-(4-(1-((S)-3-(hexylamino)-3-oxo-2-(3-phenethylureido)propyl)-1H-1,2,3-triazol-4-yl)benzoyl)-N3,N4-bis((1S,2R)-2-phenylcyclopropyl)pyrrolidine-3,4-dicarboxamide sodium